(3R)-3-[({4-[7-(aminocarbonyl)-2H-indazole-2-yl]phenyl}amino)carbonyl]-1-methylpiperidinium NC(=O)C1=CC=CC2=CN(N=C12)C1=CC=C(C=C1)NC(=O)[C@H]1C[NH+](CCC1)C